NC1=C(C=CC(=C1)N)C(C(=O)O)(CCCCCCCC(=O)O)C1=CC=C(C=C1)C=CC(=O)C1=CC=C(C=C1)F 2-(2,4-Diaminophenyl)-2-[4-[3-(4-fluorophenyl)-3-oxoprop-1-enyl]phenyl]decanedioic acid